5-(((R)-1-(4-(((S)-1-((tert-butoxycarbonyl)amino)propan-2-yl)oxy)pyridin-3-yl)ethyl)amino)pyrazole C(C)(C)(C)OC(=O)NC[C@H](C)OC1=C(C=NC=C1)[C@@H](C)NC1=CC=NN1